BrC1=CC(=C(C=C1)CNC(OC(C)(C)C)=O)C tert-butyl N-[(4-bromo-2-methyl-phenyl)methyl]carbamate